NC1=CC=C(C(=C1C(=O)N(C)C)F)C=1C(=C2C(=NC1)NC[C@]21C[C@@H](CC1)N1N=C(C(=C1)C)N)Cl 6-Amino-3-((1R,3R)-3-(3-amino-4-methyl-1H-pyrazol-1-yl)-4'-chloro-1',2'-dihydrospiro[cyclopentane-1,3'-pyrrolo[2,3-b]pyridin]-5'-yl)-2-fluoro-N,N-dimethylbenzamide